2-[[5-[4-(azetidin-3-yl)piperazin-1-yl]-2-pyridinyl]amino]-7-cyclopentyl-N,N-dimethylpyrrolo[2,3-d]pyrimidine-6-carboxamide N1CC(C1)N1CCN(CC1)C=1C=CC(=NC1)NC=1N=CC2=C(N1)N(C(=C2)C(=O)N(C)C)C2CCCC2